FC(OC1=C(C=C(C=C1)SC=1C=NNC1)C1=NN(C=C1NC(=O)C=1C=NN2C1N=CC=C2)C)F N-[3-[2-(difluoromethoxy)-5-(1H-pyrazol-4-ylsulfanyl)phenyl]-1-methyl-pyrazol-4-yl]pyrazolo[1,5-a]pyrimidine-3-carboxamide